tin (IV) tetra(t-butoxide) CC(C)(C)[O-].CC(C)(C)[O-].CC(C)(C)[O-].CC(C)(C)[O-].[Sn+4]